1-(3-(7-(1H-1,2,3-triazol-1-yl)-3-(4-(trifluoromethyl)phenyl)-1H-pyrazolo[4,3-b]pyridin-1-yl)azetidin-1-yl)-2-fluoroprop-2-en-1-one N1(N=NC=C1)C1=C2C(=NC=C1)C(=NN2C2CN(C2)C(C(=C)F)=O)C2=CC=C(C=C2)C(F)(F)F